FC(C=1C=C(C=NC1)C1=CC=C(C=C1)NC(C=C)=O)(F)F N-(4-(5-(trifluoromethyl)pyridin-3-yl)phenyl)acrylamide